2-(bromomethyl)-1,3-difluoro-5-nitrobenzene BrCC1=C(C=C(C=C1F)[N+](=O)[O-])F